1-ethyl-6-fluoro-7-piperazin-1-yl-3-[3-(pyridin-3-yl)acryloyl]-[1,8]naphthyridin-4(1H)-one C(C)N1C=C(C(C2=CC(=C(N=C12)N1CCNCC1)F)=O)C(C=CC=1C=NC=CC1)=O